C(C)(=O)N1CCC2=CC(=CC=C12)C(=O)N1CC2(CC1)C(NC(CC2)=O)=O 2-(1-Acetylindoline-5-carbonyl)-2,7-diazaspiro[4.5]decane-6,8-dione